C(C)(=O)N1CCC(CC1)NCC1=C(C(=NC=C1)NC=1C(=C(C=CC1)C1=NC=CC(=C1Cl)C1=NC(=C(C=C1)CNC[C@H]1CCC(N1)=O)OC)F)F (R)-5-((((2'-(3-((4-(((1-acetylpiperidin-4-yl)amino)methyl)-3-fluoropyridin-2-yl)amino)-2-fluorophenyl)-3'-chloro-6-methoxy-[2,4'-bipyridin]-5-yl)methyl)amino)methyl)pyrrolidin-2-one